[Ca].[Al] Aluminium-calcium